N-(phenylthio)pyrrolidine C1(=CC=CC=C1)SN1CCCC1